(R)-2-((3-(2-bromo-3-(1,4-benzodioxan-6-yl)anilino)-1-methylindazol-6-ylidene)amino)-propionic acid BrC1=C(NC=2NN(C3=CC(C=CC23)=N[C@@H](C(=O)O)C)C)C=CC=C1C1=CC2=C(OCCO2)C=C1